neryl propanoate C(CC)(=O)OC\C=C(\C)/CCC=C(C)C